(piperidin-4-yl)-1H-benzo[d]Imidazole-7-amine hydrochloride Cl.N1CCC(CC1)N1C=NC2=C1C(=CC=C2)N